CC=1C(=CC(=[N+](C1)[O-])NC1=CC=CC=C1)[N+](=O)[O-] 5-methyl-4-nitro-2-(phenylamino)pyridine-1-oxide